N-(2-((6-(2,6-difluoro-3,5-dimethoxyphenyl)-8-ethyl-7-thioxo-5,6,7,8-tetrahydropyrimido[4,5-d]pyrimidin-2-yl)amino)-5-(4-ethylpiperazin-1-yl)phenyl)acrylamide FC1=C(C(=C(C=C1OC)OC)F)N1C(N(C2=C(C1)C=NC(=N2)NC2=C(C=C(C=C2)N2CCN(CC2)CC)NC(C=C)=O)CC)=S